N1C(=NC2=C1C=CC=C2)C2=CC(=NN2)NC(C2=CC(=C(C=C2)NCCO)Cl)=O N-[5-(1H-benzimidazol-2-yl)-1H-pyrazol-3-yl]-3-chloro-4-(2-hydroxyethylamino)benzamide